CN1C=C(C=2C1=CN=C(C2)NC(C)=O)C2=NC(=CC1=C2OCC(O1)C)S(=O)(=O)C N-(1-methyl-3-(2-methyl-7-(methylsulfonyl)-2,3-dihydro-[1,4]dioxino[2,3-c]pyridin-5-yl)-1H-pyrrolo[2,3-c]pyridin-5-yl)acetamide